COC(=O)C1=CC2=C(CN[C@H](CO2)C2=CC=C(C=C2)F)C=C1 (S)-3-(4-fluorophenyl)-2,3,4,5-tetrahydrobenzo[f][1,4]oxazepine-8-carboxylic acid methyl ester